F[B-](F)(F)F.[Zr+4].F[B-](F)(F)F.F[B-](F)(F)F.F[B-](F)(F)F Zirconium tetrafluoroborate salt